FC=1C=C(C=CC1)[C@H]1[C@@H](CN(C1)CCOC)NC(=O)NC1=CC(=NN1C)C1=CC=CC=C1 ((3S,4R)-4-(3-fluorophenyl)-1-(2-methoxyethyl)pyrrolidin-3-yl)-3-(1-methyl-3-phenyl-1H-pyrazol-5-yl)urea